N-tert-butyl-N'-Ethylcarbodiimide C(C)(C)(C)N=C=NCC